ClC=1C=C(C=CC1F)C=1C(=NNC1C(=O)O)C 4-(3-chloro-4-fluorophenyl)-3-methyl-1H-pyrazole-5-carboxylic acid